(1S,4S)-N-[5-(2-Chloro-6-methyl-4-pyridyl)-4-(3-cyanophenyl)thiazol-2-yl]-2,5-diazabicyclo[2.2.1]heptane-2-carboxamide ClC1=NC(=CC(=C1)C1=C(N=C(S1)NC(=O)N1[C@@H]2CN[C@H](C1)C2)C2=CC(=CC=C2)C#N)C